2-(4-(difluoromethyl)phenyl)oxirane FC(C1=CC=C(C=C1)C1OC1)F